FC=1C(=C(C=CC1F)C1C(COC2(CCC2)C1)C(=O)OC)OC methyl 8-(3,4-difluoro-2-methoxyphenyl)-5-oxaspiro[3.5]nonane-7-carboxylate